C(C)(C)(C)OC(NC12CC(C1)(C2)C(NC2=NC=C(C=C2)OC(F)(F)F)=O)=O (3-((5-(trifluoromethoxy)pyridin-2-yl)carbamoyl)bicyclo[1.1.1]pentan-1-yl)carbamic acid tert-butyl ester